(S)-(1-hydroxy-6-methylheptan-2-yl)carbamic acid tert-butyl ester C(C)(C)(C)OC(N[C@H](CO)CCCC(C)C)=O